4-(2-(diethylamino)ethoxy)benzamide C(C)N(CCOC1=CC=C(C(=O)N)C=C1)CC